4-((4-(4-amino-1H-1,2,3-triazol-1-yl)-2,6-difluorobenzyl)oxy)phenyl sulfurofluoridate S(OC1=CC=C(C=C1)OCC1=C(C=C(C=C1F)N1N=NC(=C1)N)F)(=O)(=O)F